C(CCCCC)C(C(=O)[O-])(CCCCCCCC)CCCCCC.[Nd+3].C(CCCCC)C(C(=O)[O-])(CCCCCCCC)CCCCCC.C(CCCCC)C(C(=O)[O-])(CCCCCCCC)CCCCCC neodymium 2,2-dihexyldecanoate